(3-acrylamidopropyl)trimethylammonium bistrifluoromethanesulfonimide salt [N-](S(=O)(=O)C(F)(F)F)S(=O)(=O)C(F)(F)F.C(C=C)(=O)NCCC[N+](C)(C)C